N(C(=N)N)CCP(O)(O)=O (2-carbamimidamidoethyl)phosphonic acid